ClC(COC1=CC=C(C=C1)C(\C=C\C1=CC(=C(C=C1)O)[N+](=O)[O-])=O)=C (E)-1-[4-(2-Chloroprop-2-enoxy)phenyl]-3-(4-hydroxy-3-nitrophenyl)prop-2-en-1-one